C(C#CC)(=O)N[C@@H]1C[C@H](CCC1)C1=C2C(=C(NC2=C(C=C1F)C(=O)N)C)C 4-((1S,3S)-3-(but-2-ynamido)cyclohexyl)-5-fluoro-2,3-dimethyl-1H-indole-7-carboxamide